2-(2,6-Dioxopiperidin-3-yl)-4-((8-(4-(4-(5-(2-Fluoro-6-methoxyphenyl)-1H-pyrazolo[4,3-d]pyrimidin-3-yl)phenyl)piperazin-1-yl)-8-oxooctyl)amino)isoindolin-1,3-dion O=C1NC(CCC1N1C(C2=CC=CC(=C2C1=O)NCCCCCCCC(=O)N1CCN(CC1)C1=CC=C(C=C1)C1=NNC2=C1N=C(N=C2)C2=C(C=CC=C2OC)F)=O)=O